4-iodo-2-methoxy-N-(2-methyl-1,2,3,4-tetrahydroisoquinolin-7-yl)nicotinamide IC1=CC=NC(=C1C(=O)NC1=CC=C2CCN(CC2=C1)C)OC